N1(C=NC=C1)C=1C=C(CN(C=2OC=C(N2)C)CC2=CC(=CC=C2)OC)C=CC1 N-(3-(1H-imidazol-1-yl)benzyl)-N-(3-methoxybenzyl)-4-methyloxazol-2-amine